C(C)(C)(C)OC(=O)NC(C(=O)[O-])CCN1CC(CCC1)(F)F ((tert-butoxycarbonyl)amino)-4-(3,3-difluoro Piperidin-1-yl)butanoate